C(C(=C)C)(=O)OCCCCCCCCCCCCCCOC(C=C)=O 14-(Acryloyloxy)-tetradecyl methacrylat